morpholinofructose O1CCN(CC1)C(O)C(=O)[C@@H](O)[C@H](O)[C@H](O)CO